NC1=NC(=C(C=2N1C(N(N2)CC2=NC=C(C=C2)F)=O)C2=CC(=C(C(=C2)C)O)C)C2=CC=CC=C2 5-amino-2-[(5-fluoro-2-pyridinyl)methyl]-8-(4-hydroxy-3,5-dimethyl-phenyl)-7-phenyl-[1,2,4]triazolo[4,3-c]pyrimidin-3-one